N[C@H]1CS(C2=C(N(C1=O)CC1=CC=C(C=C1)Cl)C=C(C=C2)C=2OC(=NN2)NC2CC(CCC2)(F)F)(=O)=O (3R)-3-amino-5-[(4-chlorophenyl)methyl]-7-[5-[(3,3-difluorocyclohexyl)amino]-1,3,4-oxadiazol-2-yl]-1,1-dioxo-2,3-dihydro-1λ6,5-benzothiazepin-4-one